NC=1N=C(C2=C(N1)C=C(S2)C2=CC=NN2)N[C@H]2C[C@@H](CC2)O (1R,3R)-3-((2-amino-6-(1H-pyrazol-5-yl)thieno[3,2-d]pyrimidin-4-yl)amino)cyclopentanol